ethylenebisacridine C(CC1=CC=CC2=NC3=CC=CC=C3C=C12)C1=CC=CC2=NC3=CC=CC=C3C=C12